C1(=CC=CC=C1)NC(NC1=CC=CC=C1)=O.[Ca] calcium diphenylurea